C(C=CC1=CC=CC=C1)(=O)OC(C(C(C(C(C)F)(F)F)(F)F)(F)F)(OC(C=CC1=CC=CC=C1)=O)F octafluorohexanediol biscinnamate